COC=1C2=C(N=C(N1)C)N(C(C(=C2)C(=O)N2CCOCC2)=O)C methoxy-2,8-dimethyl-6-(morpholine-4-carbonyl)-7h,8h-pyrido[2,3-d]Pyrimidine-7-one